FC1=CC2=C(N=C(S2)CC(C(C)C)O)C=C1 (6-Fluorobenzothiazol-2-yl)-3-methylbutan-2-ol